3-(3-(difluoromethoxy)phenyl)-4,4-difluoro-1-(tetrahydro-2H-pyran-4-yl)-4,5,6,7-tetrahydro-1H-indazole-6-carboxylic acid FC(OC=1C=C(C=CC1)C1=NN(C=2CC(CC(C12)(F)F)C(=O)O)C1CCOCC1)F